[Si](C)(C)(C(C)(C)C)O[C@H]1CC=C(CC1)C1=CC2=C(C=N1)N=C(S2)NC(=O)C=2C=NC(=CC2C2=CC(=NC=C2OC)Cl)C (R)-N-(6-(4-((tert-butyldimethylsilyl)oxy)cyclohex-1-en-1-yl)thiazolo[4,5-c]pyridin-2-yl)-2'-chloro-5'-methoxy-6-methyl-[4,4'-bipyridine]-3-carboxamide